5-chloro-2-[2-[[(3R,4S)-1-ethyl-4-fluoro-3-piperidyl]amino]oxazolo[4,5-b]pyridin-5-yl]-3-methyl-phenol ClC=1C=C(C(=C(C1)O)C1=CC=C2C(=N1)N=C(O2)N[C@@H]2CN(CC[C@@H]2F)CC)C